FC=1C=C(C=C(C1)F)NC1=NC2=CC(=C(C=C2C(N1)=O)F)F 2-((3,5-difluorophenyl)amino)-6,7-difluoroquinazoline-4(3H)-One